O=C1NCCC(C1)C(=O)NC1=CC(=CC=2CCOC21)OC2=NC=C(C=C2)C(F)(F)F 2-oxo-N-(5-((5-(trifluoromethyl)pyridin-2-yl)oxy)-2,3-dihydrobenzofuran-7-yl)piperidine-4-carboxamide